3-(3-(4-(1-hydroxyethyl)phenoxy)azetidin-1-yl)-2-(1H-pyrrol-1-yl)benzoic acid OC(C)C1=CC=C(OC2CN(C2)C=2C(=C(C(=O)O)C=CC2)N2C=CC=C2)C=C1